O(S(=O)(=O)C(F)(F)F)C1=CC=CC=2OC(OC21)(C)C2=C(C=C(C=C2)Cl)F 2-(4-chloro-2-fluorophenyl)-2-methylbenzo[d][1,3]dioxol-4-yl triflate